tert-butyl 3-(2-(1-(4-chloropyridin-2-yl)-1H-pyrazol-4-yl) acetamido)-5-cyclopropyl-1H-pyrazole-1-carboxylate ClC1=CC(=NC=C1)N1N=CC(=C1)CC(=O)NC1=NN(C(=C1)C1CC1)C(=O)OC(C)(C)C